CC1=C(CNC2=NC(=NC=C2C(=O)N)NC=2C=NN(C2)C)C=CC=C1Cl 4-[(2-methyl-3-chlorobenzyl)amino]-2-[(1-methyl-1H-pyrazol-4-yl)amino]pyrimidin-5-carboxamide